6-(3,4-dimethylphenyl)-2-(3-fluorophenyl)-N-[(2R)-1-hydroxy-3-methylbut-2-yl]-3-oxo-2,3-dihydropyridazine-4-carboxamide CC=1C=C(C=CC1C)C=1C=C(C(N(N1)C1=CC(=CC=C1)F)=O)C(=O)N[C@@H](CO)C(C)C